ClC1=CC=C(CN)C=C1 4-Chlorobenzyl-amine